NC=1C=2N(C=CN1)C(=NC2C2=CC=C(C=C2)[C@](C)(C2=CC(=CC=C2)C(F)(F)F)O)[C@H]2CN1C(C(C[C@@H]1CC2)(C)C)=O (6R,8aS)-6-[8-Amino-1-(4-{(1R)-1-hydroxy-1-[3-(trifluoromethyl)phenyl]ethyl}phenyl)imidazo[1,5-a]pyrazin-3-yl]-2,2-dimethylhexahydroindolizin-3(2H)-on